tert-butyl (((2S)-5-(4-(4-(1H-imidazole-1-carboxamido)-2-oxopyrimidin-1(2H)-yl)phenyl)-4-(2,2,2-trifluoroacetyl)morpholin-2-yl)methyl)carbamate N1(C=NC=C1)C(=O)NC1=NC(N(C=C1)C1=CC=C(C=C1)C1CO[C@H](CN1C(C(F)(F)F)=O)CNC(OC(C)(C)C)=O)=O